2-(prop-2-ene-1-ylsulfonyl)-1H-1,3-benzodiazole C(C=C)S(=O)(=O)C1=NC2=C(N1)C=CC=C2